FC1(CCN(CC1)C1=NC(=CC(=N1)NC(C1=C(C=C(C=C1)NS(=O)(=O)C)N1C[C@H]2C[C@]2(CC1)C)=O)C)F N-(2-(4,4-difluoropiperidin-1-yl)-6-methylpyrimidin-4-yl)-2-((1S,6S)-6-methyl-3-azabicyclo[4.1.0]heptan-3-yl)-4-(methylsulfonamido)benzamide